BrC1=CC(=C(C=C1)NC(C)=O)C(C)C1=CC=CC=C1 N-(4-bromo-2-(1-phenylethyl)phenyl)acetamide